N-(1-(N-(tert-butoxycarbonyl)sulfamoyl)pyridin-4(1H)-ylidene)-N-methylmethanaminium chloride [Cl-].C(C)(C)(C)OC(=O)NS(=O)(=O)N1C=CC(C=C1)=[N+](C)C